C(C)(C)(C)OC(NCCC1=CNC2=CC=CC(=C12)C)=O (2-(4-methyl-1H-indol-3-yl)ethyl)carbamic acid tert-butyl ester